C(C1=CC=CC=C1)C1=C(SC=2N3C(COCC21)=NN=C3C)C#CC=3C=NN(C3)CC(=O)OCCCOC3=C2CN(C(C2=CC=C3)=O)C3C(NC(CC3)=O)=O 3-((2-(2,6-dioxopiperidin-3-yl)-1-oxoisoindolin-4-yl)oxy)propyl 2-(4-((3-benzyl-9-methyl-4H,6H-thieno[2,3-e][1,2,4]triazolo[3,4-c][1,4]oxazepin-2-yl)ethynyl)-1H-pyrazol-1-yl)acetate